tert-butyl ((3-fluoro-10,11-dihydrobenzo[6,7]oxepino[3,2-b]pyridin-10-yl)methyl)carbamate FC=1C=C2C(=NC1)CC(C1=C(O2)C=CC=C1)CNC(OC(C)(C)C)=O